C[C@@H]1CN(CCO1)C1=CC=C(C=C1)C#C[Si](C)(C)C (R)-2-methyl-4-(4-((trimethylsilyl)ethynyl)phenyl)morpholine